6-[4-[2-[(dimethylamino)methyl]morpholin-4-yl]-5,6-difluoro-8-(methylamino)-9H-pyrido[2,3-b]indol-3-yl]-1-methyl-4-oxo-1,8-naphthyridine-3-carboxylic acid CN(C)CC1CN(CCO1)C1=C(C=NC=2NC3=C(C=C(C(=C3C21)F)F)NC)C=2C=C1C(C(=CN(C1=NC2)C)C(=O)O)=O